1-(2-(4-ethylpiperazin-1-yl)ethyl)-3-(3-(5-methoxythiazolo[4,5-b]pyridin-6-yl)-1H-pyrrolo[2,3-b]pyridin-6-yl)urea C(C)N1CCN(CC1)CCNC(=O)NC1=CC=C2C(=N1)NC=C2C=2C=C1C(=NC2OC)N=CS1